(4-[(OXAN-4-YLMETHOXY)METHYL]PHENYL)BORANEDIOL O1CCC(CC1)COCC1=CC=C(C=C1)B(O)O